N-(1H-indol-3-yl)-4-(2-methoxyphenyl)piperazine-1-carboxamide methyl-6-(benzyloxy)-9-phenyl-[1,2,4]triazolo[5,1-a][2,6]naphthyridine-5-carboxylate COC(=O)C=1N2C(C3=CC(=NC=C3C1OCC1=CC=CC=C1)C1=CC=CC=C1)=NC=N2.N2C=C(C1=CC=CC=C21)NC(=O)N2CCN(CC2)C2=C(C=CC=C2)OC